3-[[3-(3,5-difluorophenyl)-5-methyl-4H-isoxazole-5-carbonyl]amino]tetrahydrofuran-3-carboxylic acid ethyl ester C(C)OC(=O)C1(COCC1)NC(=O)C1(CC(=NO1)C1=CC(=CC(=C1)F)F)C